(2S,4R)-1-[(2S)-2-(4-cyclopropyltriazol-1-yl)-3,3-dimethyl-butanoyl]-4-hydroxy-N-(2-hydroxy-2-norbornan-2-yl-propyl)pyrrolidine-2-carboxamide C1(CC1)C=1N=NN(C1)[C@H](C(=O)N1[C@@H](C[C@H](C1)O)C(=O)NCC(C)(C1C2CCC(C1)C2)O)C(C)(C)C